methyl (E)-3-(5-(N-((9-chloro-1-methyl-1H-benzo[f]indazol-8-yl)methyl)cyclohexanecarboxamido)pyridin-3-yl)acrylate ClC=1C2=C(C=C3C=NN(C13)C)C=CC=C2CN(C(=O)C2CCCCC2)C=2C=C(C=NC2)/C=C/C(=O)OC